N-(2-(pyridin-4-yl)-1H-pyrrolo[3,2-c]pyridin-6-yl)cyclopentanecarboxamide N1=CC=C(C=C1)C1=CC=2C=NC(=CC2N1)NC(=O)C1CCCC1